2-[4-(azetidin-3-yl)phenyl]-6,6-difluoro-2-azaspiro[3.3]Heptane N1CC(C1)C1=CC=C(C=C1)N1CC2(C1)CC(C2)(F)F